[Na].C(=O)C1=C(N=C(N1CC1=CC=C(C=C1)C1=C(SC(=C1)CC(C)C)NS(=O)(=O)C(=O)NCC)C1=CC=CC=C1)OC 5-formyl-4-methoxy-2-phenyl-1-[[4-[2-(ethylaminocarbonylsulfonamido)-5-isobutyl-3-thienyl]phenyl]methyl]imidazole sodium salt